ClC1=CC=CC(=N1)COC1=CC=C(C=N1)CC1=NOC(=C1)C=1C(=NC=CC1)N 3-(3-((6-((6-chloropyridin-2-yl)methoxy)pyridin-3-yl)methyl)isoxazol-5-yl)pyridin-2-amine